FC1=C(C=CC(=C1)F)N1N=CC=2C1=NC(=NC2O)C 1-(2,4-difluorophenyl)-6-methyl-1H-pyrazolo[3,4-d]pyrimidin-4-ol